C(C)(=O)OCC1=CN=CN1CC1=CC=C(C=C1)Br (1-(4-Bromobenzyl)-1H-imidazol-5-yl)methyl acetate